[Ti].FC1=C(C=CC(=C1)C)N1C(=NN=C1C)[C@@H]1CC[C@H](CC1)OC1=NC=CC=C1 trans-2-((4-(4-(2-fluoro-4-methylphenyl)-5-methyl-4H-1,2,4-triazol-3-yl)cyclohexyl)oxy)pyridine titanium